N-[[4-[4-cyano-1-cyclopentyl-5-(ethylamino)pyrazol-3-yl]phenyl]methyl]-2-methoxy-benzamide C(#N)C=1C(=NN(C1NCC)C1CCCC1)C1=CC=C(C=C1)CNC(C1=C(C=CC=C1)OC)=O